FC1CC(N(C1)C(CN1N=NN=C1C)=O)C(=O)NC(C1=CC=C(C=C1)C(C)C)C1=CC=CC=C1 4-fluoro-1-[2-(5-methyl-1H-1,2,3,4-tetrazol-1-yl)acetyl]-N-{phenyl[4-(propan-2-yl)phenyl]methyl}pyrrolidine-2-carboxamide